BrC1=CC(=C(C=C1)CSC1=NCN(CN1)CC1=CC(=C(C=C1)Cl)Cl)CSC1=NCN(CN1)CC1=CC(=C(C=C1)Cl)Cl 6,6'-(((4-Bromo-1,2-phenylene)bis(methylene))bis(sulfanediyl))bis(3-(3,4-dichlorobenzyl)-1,2,3,4-tetrahydro-1,3,5-triazine)